tert-butyl (tert-butoxycarbonyl)(7-(6-(1-(2,2-difluoro-1-(4-fluorophenyl)propyl)-1H-pyrazol-4-yl)pyrazin-2-yl)-[1,2,4]triazolo[1,5-a]pyridin-2-yl)carbamate C(C)(C)(C)OC(=O)N(C(OC(C)(C)C)=O)C1=NN2C(C=C(C=C2)C2=NC(=CN=C2)C=2C=NN(C2)C(C(C)(F)F)C2=CC=C(C=C2)F)=N1